C(C)C(COC(C=CC1=CC=C(C=C1)OC)=O)CCCC 4-methoxycinnamic acid-2-ethylhexyl ester